C1(=C(C=CC=C1)C#CC1=NNC2=CC=C(C=C12)C(=O)N1CC2(C1)CN(CCC2)C(=O)C2CCC(CC2)C(=O)NC)C2=CC=CC=C2 (S)-4-(2-(3-([1,1'-biphenyl]-2-ylethynyl)-1H-indazole-5-carbonyl)-2,6-diazaspiro[3.5]nonane-6-carbonyl)-N-methylcyclohexane-1-carboxamide